3-(4-bromophenyl-2,3,5,6-d4)-1-phenylnaphthalene BrC1=C(C(=C(C(=C1[2H])[2H])C=1C=C(C2=CC=CC=C2C1)C1=CC=CC=C1)[2H])[2H]